N1(CCNCC1)C1=NC=CC(=N1)N1CCCC1 2-(piperazin-1-yl)-4-(pyrrolidin-1-yl)pyrimidine